(S)-1-(2-(3-(4-methoxyphenyl)propyl)-4-methyl-oxazol-5-yl)pyrrolidine-2-carbonitrile COC1=CC=C(C=C1)CCCC=1OC(=C(N1)C)N1[C@@H](CCC1)C#N